OC1=C(C(=CC=2OC([C@H]3[C@H](C21)C=C(CC3)C)(C)C)CCCC(CC)C)C(=O)O (6aR,10aR)-1-hydroxy-6,6,9-trimethyl-3-(4-methylhexyl)-6a,7,8,10a-tetrahydro-6H-dibenzo[b,d]pyran-2-carboxylic acid